C(C)OC([C@](CCNC(CCC(=O)O)=O)(C)CC1=CC=C(C=C1)C1=CC=CC=C1)=O N-(3-carboxy-1-oxopropyl)-(4S)-(p-phenylphenylmethyl)-4-amino-(2R)-methylbutyric acid ethyl ester